C(C=C)(=O)N1C[C@@H](N(CC1)C=1C2=C(N(C(N1)=O)C1=C(C=CC=C1C)C(C)C)N=C(C(=C2)F)Cl)C (S)-4-(4-acryloyl-2-methylpiperazin-1-yl)-7-chloro-6-fluoro-1-(2-isopropyl-6-methylphenyl)pyrido[2,3-d]pyrimidin-2(1H)-one